C(C(C)C)C1=CC=C(C=C1)C(C(=O)[O-])C 2-(p-isobutylphenyl)propionat